C1=CC=C2C(=C1)C(C3=CC=CC=C32)COC(=O)NCCOCCOCCC(=O)O Fmoc-9-amino-4,7-dioxanonanoic acid